C(CCCCCCCCCCCCC)N1C(=C(C(C=C1)=O)OC(=O)C(C)(C)C)C=O N-tetradecyl-2-formyl-3-t-butylcarbonyloxy-pyridin-4-one